C(#C)C1=CC=C2C(=N1)C(CN2)(C)C 5-ethynyl-3,3-dimethyl-1H,2H,3H-pyrrolo[3,2-b]pyridine